(oxiranylmethyl)-1,3-xylylenediamine O1C(C1)CNCC=1C=C(C=CC1)CN